COC=1C=C(C=C(C1)OC)C1=CC=C(OCC=2N=NN(C2)S(=O)(=O)C)C=C1 (E)-4-((4-(3,5-Dimethoxyphenyl)phenoxy)methyl)-1-methanesulfonyl-1H-1,2,3-triazole